BrC=1C=C(C=CC1O)C(C1=CC(=C(C=C1)O)Br)C1=CC(=C(C=C1)O)Br 1,1,1-tris(3-bromo-4-hydroxyphenyl)-methane